N-(4-((3,5-bis(trifluoromethyl)benzyl)oxy)phenyl)-4-(2-methoxyphenethyl)piperazine-1-carboxamide FC(C=1C=C(COC2=CC=C(C=C2)NC(=O)N2CCN(CC2)CCC2=C(C=CC=C2)OC)C=C(C1)C(F)(F)F)(F)F